C(C)(=O)N1C(CCCCC1)=O.C(C)(=O)N1C(CCCCC1)=O N-acetyl-epsilon-caprolactam (N-acetyl-2-oxohexamethyleneimine)